C(C)OC(C(C)OC(C(=O)OCC)C)=O 2,2'-Oxodipropionic acid diethyl ester